6-Chloro-N4-cyclohexyl-2-(propylthio)pyrimidine-4,5-diamine ClC1=C(C(=NC(=N1)SCCC)NC1CCCCC1)N